tert-butyl 3-((2-methyl-1-((methanesulfonyl) oxy) butan-2-yl) oxy)-1H-pyrazole-1-carboxylate CC(COS(=O)(=O)C)(CC)OC1=NN(C=C1)C(=O)OC(C)(C)C